N=1C=NN2C1C=C(C=C2)OC2=C(C=C(C=C2)NC=2C1=C(N=CN2)C=CC(=N1)N1CC(N(CC1)C(C=C)=O)(C)C)C 1-(4-(4-((4-([1,2,4]triazolo[1,5-a]pyridin-7-yloxy)-3-methylphenyl)amino)pyrido[3,2-d]pyrimidin-6-yl)-2,2-dimethylpiperazin-1-yl)prop-2-en-1-one